C(CCCCCCC(=S)O)(=S)O dithiosuberyl alcohol